C(#N)CCNC1=NC(=NC2=CC(=CC=C12)C=1C=C(C=CC1)NC(C=C)=O)NC N-(3-{4-[(2-cyanoethyl)amino]-2-(methylamino)quinazolin-7-yl}phenyl)prop-2-enamide